tert-butyl ((2R,4S,5S)-5-ethoxy-2-((S)-1-(4-fluorophenyl)-1,2,3,4-tetrahydroisoquinoline-2-carbonyl)tetrahydro-2H-pyran-4-yl)carbamate C(C)O[C@H]1[C@H](C[C@@H](OC1)C(=O)N1[C@H](C2=CC=CC=C2CC1)C1=CC=C(C=C1)F)NC(OC(C)(C)C)=O